1-(5-bromo-2-hydroxymethylphenyl)-3-(3-trifluoromethyl-sulphanylphenyl)urea BrC=1C=CC(=C(C1)NC(=O)NC1=C(C(=CC=C1)C(F)(F)F)S)CO